(R,S)-3-dichloroacetyl-5-(2-furanyl)-2,2-dimethyl-1,3-oxazolidine ClC(C(=O)N1C(O[C@H](C1)C=1OC=CC1)(C)C)Cl